OC=1C=C(C=C(C1O)OC)C1=[O+]C=2C=C(C=C(C2C=C1O)O)O 2-(3,4-dihydroxy-5-methoxyphenyl)chromenylium-3,5,7-triol